(4-methyl-3-oxopiperazin-1-yl)pent-2-enenitrile CN1C(CN(CC1)C(C#N)=CCC)=O